1,1,1,2,2,3-hexafluoro-3-(2,2,2-trifluoroethoxy)propane FC(C(C(OCC(F)(F)F)F)(F)F)(F)F